Cl.C(=O)(O)[C@H](CCC1=CC=CC=C1)N[C@H](C(=O)N1C(N(C[C@H]1C(=O)O)C)=O)C (4S)-3-[(2S)-2-[(1S)-1-carboxy-3-phenylpropyl]aminopropionyl]-1-methyl-2-oxoimidazoline-4-carboxylic acid hydrochloride